[Si](C)(C)(C(C)(C)C)O[C@H](CN(C(OC(C)(C)C)=O)C)COC1=CC(=C(C=C1)F)C1=NC(=C(C(=N1)C=1C(=NOC1C)C)C)N1CC2=NC=CC=C2C1 tert-butyl (R)-2-(tert-butyldimethylsilyloxy)-3-(3-(4-(3,5-dimethylisoxazol-4-yl)-5-methyl-6-(5H-pyrrolo[3,4-b]pyridin-6(7H)-yl)pyrimidin-2-yl)-4-fluorophenoxy)propyl(methyl)carbamate